C(C)(=O)N1CC(CC1)C(=O)N(C)[C@H](C(F)(F)F)C1=CC=C(C=C1)NC=1C=NC2=CC=CN=C2C1C1CC1 1-acetyl-N-[(1S)-1-{4-[(4-cyclopropyl-1,5-naphthyridin-3-yl)amino]phenyl}-2,2,2-trifluoroethyl]-N-methylpyrrolidine-3-carboxamide